C(CCCCCCCCCCC)SC(=S)C1=C(SC=C1)C(CC(=O)O)C(=O)O [(dodecylthio)thioxomethyl]thiolsuccinic acid